C(CCCCCCCCCCCCCCCCC)OC=1C=C(C(=O)CC(=O)[O-])C=C(C1OCCCCCCCCCCCCCCCCCC)OCCCCCCCCCCCCCCCCCC (3,4,5-tris(octadecyloxy)benzoyl)acetate